N1(CCCCC1)S(=O)(=O)C1=CC=C(C=C1)NC(NCCC=1C=NC=CC1)=O 3-[4-(piperidine-1-sulfonyl)phenyl]-1-[2-(pyridin-3-yl)ethyl]urea